C(C)(C)(C)OC([C@@H](CC1=CC=C(C=C1)OCCOCCOCCOCC)O)=O (2R)-3-(4-{2-[2-(2-ethoxyethoxy)ethoxy]ethoxy}phenyl)-2-hydroxypropionic acid tert-butyl ester